(2S,3S)-2-[(3',5'-difluoro[1,1'-biphenyl]-3-yl)methyl]-3-[(ethylsulfonyl)amino]-N-methoxy-N-methylpyrrolidine-1-carboxamide FC=1C=C(C=C(C1)F)C1=CC(=CC=C1)C[C@@H]1N(CC[C@@H]1NS(=O)(=O)CC)C(=O)N(C)OC